C(C)(=O)O.[Sn] tin acetic acid